3-(3-fluorophenyl)-3-azabicyclo[3.1.0]hexane-6-carbonitrile FC=1C=C(C=CC1)N1CC2C(C2C1)C#N